1-(isoquinoline-5-yl)-4-methyloxopiperazin-2-one C1=NC=CC2=C(C=CC=C12)N1C(C(N(CC1)C)=O)=O